(8S)-7-((4-phenoxypentanoyl)glycyl)-1,4-dioxa-7-azaspiro[4.4]Nonane-8-carboxylic acid methyl ester COC(=O)[C@H]1N(CC2(OCCO2)C1)C(CNC(CCC(C)OC1=CC=CC=C1)=O)=O